4-[(1E)-2-[4-(chloromethyl)phenyl]ethenyl]-1-(cyclohex-1-en-1-yl)-2-(trifluoromethyl)benzene ClCC1=CC=C(C=C1)/C=C/C1=CC(=C(C=C1)C1=CCCCC1)C(F)(F)F